4-(4-((3-(4-Methoxyphenyl)isoxazol-5-yl)amino)pyrimidin-2-yl)thiomorpholine 1,1-dioxide COC1=CC=C(C=C1)C1=NOC(=C1)NC1=NC(=NC=C1)N1CCS(CC1)(=O)=O